FC1(CN(CCC1C1=CC=C2C(=NN(C2=C1)C)N1C(NC(CC1)=O)=O)CC1=CC(=CC=C1)S(=O)(=O)N1CCC(CC1)NC1=NC=C(C=N1)C(F)(F)F)F 1-(6-(3,3-difluoro-1-(3-((4-((5-(trifluoromethyl)pyrimidin-2-yl)amino)-piperidin-1-yl)sulfonyl)benzyl)-piperidin-4-yl)-1-methyl-1H-indazol-3-yl)dihydropyrimidine-2,4(1H,3H)-dione